C1(CC1)C#CCN1C2=C(OC(C1=O)(F)F)C=C(C(=C2)C2=C(C(=C(C(=C2F)F)F)F)F)F 4-(3-cyclopropylprop-2-yn-1-yl)-2,2,7-trifluoro-6-(perfluorophenyl)-2H-benzo[b][1,4]oxazin-3(4H)-one